O(C1=CC=CC=C1)C1=CC=C(C=C1)C1=NN(C2=NC=NC=C21)C[C@H](C)NC(C=C)=O (S)-N-(1-(3-(4-phenoxyphenyl)-1H-pyrazolo[3,4-d]pyrimidin-1-yl)propan-2-yl)acrylamide